[C@@H]12C(OC([C@@H](CC1)C2)=O)=O cis-3-oxabicyclo[3.2.1]octane-2,4-dione